CC1=CC=C(S1)NC(=O)C=1SC=CN1 N-(5-methylthiophene-2-yl)thiazole-2-carboxamide